1-{2-[(3-hydroxy-1-adamantyl)amino]acetyl}pyrrolidine-2-carbonitrile OC12CC3(CC(CC(C1)C3)C2)NCC(=O)N2C(CCC2)C#N